(R)-2-amino-4-(5-chloro-3-((1-((4-(fluoromethylidene)piperidin-1-yl)methyl)cyclopropyl)methoxy)-7,9-dihydrofuro[3,4-f]quinazolin-6-yl)-7-fluorobenzo[b]thiophene-3-carbonitrile NC1=C(C2=C(S1)C(=CC=C2C=2C1=C(C=3C=NC(=NC3C2Cl)OCC2(CC2)CN2CCC(CC2)=CF)COC1)F)C#N